CCCCCC(C#CC(CCCCC)O)O 7-tetradecyne-6,9-diol